C(C)OC(C1=CC(=C(C=C1)[N+](=O)[O-])OCC)=O 3-Ethoxy-4-nitrobenzoic acid ethyl ester